COC(C1=CC=C(C=C1)OC)=O methylanisate